(S)-tert-butyl (1-((2-chloro-6-(5,7-difluoroquinolin-4-yl)pyridin-3-yl)oxy)-2,4-dimethylpentan-2-yl)carbamate ClC1=NC(=CC=C1OC[C@@](CC(C)C)(C)NC(OC(C)(C)C)=O)C1=CC=NC2=CC(=CC(=C12)F)F